N-(2-cyano-6-(1-isopropylpiperidin-4-yl)phenyl)-3H-spiro[isobenzofuran-1,4'-piperidine]-1'-carboxamide C(#N)C1=C(C(=CC=C1)C1CCN(CC1)C(C)C)NC(=O)N1CCC2(CC1)OCC1=CC=CC=C12